COC(C1=C(C=C(C(=C1)CC1=CN=C(S1)N)C)OC)=O 5-((2-Aminothiazol-5-yl)methyl)-2-methoxy-4-methylbenzoic acid methyl ester